CC(CN1C(=NC=C1)C=O)C 1-(2-methylpropyl)-1H-imidazole-2-carbaldehyde